COC1=NC=C(C2=C1N=C(S2)[NH-])C=2C=NN(C2)C[C@@H]2OCCCC2 (4-methoxy-7-{1-[(R)-1-(tetrahydro-pyran-2-yl)methyl]-1H-pyrazol-4-yl}-thiazolo[4,5-c]pyridin-2-yl)-amid